(3-((2-amino-4-(butylamino)-6-methylpyrimidin-5-yl)methyl)-4-methoxyphenyl)phosphonic acid diethyl ester C(C)OP(OCC)(=O)C1=CC(=C(C=C1)OC)CC=1C(=NC(=NC1C)N)NCCCC